6-bromo-7,8-difluoroquinoline BrC=1C=C2C=CC=NC2=C(C1F)F